(S)-6-(4-(tert-butyl)phenyl)-N-(2,5-diaminopentyl)-1H-indole-2-carboxamide dihydrochloride Cl.Cl.C(C)(C)(C)C1=CC=C(C=C1)C1=CC=C2C=C(NC2=C1)C(=O)NC[C@H](CCCN)N